OC1CC(C1)CC=1C=CC2=C(C(=C(O2)C)C(=O)OCC)C1 ethyl 5-((3-hydroxy cyclobutyl) methyl)-2-methylbenzofuran-3-carboxylate